1-(4-(3-((4-amino-7-methyl-5-(3-methyl-4-phenoxyphenyl)-7H-pyrrolo[2,3-d]pyrimidin-6-yl)eth-ynyl)azetidin-1-yl)-piperidin-1-yl)prop-2-en-1-one NC=1C2=C(N=CN1)N(C(=C2C2=CC(=C(C=C2)OC2=CC=CC=C2)C)C#CC2CN(C2)C2CCN(CC2)C(C=C)=O)C